ClC1=NN(C=C1C1=NC=CC(=N1)NC=1N=CC2=C(C=C(C(=C2C1)C(C)C)F)N1CC(C1)N(S(=O)(=O)C)C)C N-(1-(3-((2-(3-Chloro-1-methyl-1H-pyrazol-4-yl)pyrimidin-4-yl)amino)-6-fluoro-5-isopropylisoquinolin-8-yl)azetidin-3-yl)-N-methyl-methanesulfonamide